(S)-4-(4-amino-3-fluorophenyl)-2-methylpiperazine-1-carboxylic acid tert-butyl ester C(C)(C)(C)OC(=O)N1[C@H](CN(CC1)C1=CC(=C(C=C1)N)F)C